C\C(=C/CC1=C(C=C(C(=C1O)C\C=C(\CCC=C(C)C)/C)C)O)\CCC=C(C)C 2,4-Bis[(2E)-3,7-dimethylocta-2,6-dienyl]-5-methylbenzene-1,3-diol